ClC=1C=CC2=C(C[C@](O2)(C2=C(C=CC=C2)F)CNC(OC(C)(C)C)=O)C1B1OC(C(O1)(C)C)(C)C tert-butyl (S)-((5-chloro-2-(2-fluorophenyl)-4-(4,4,5,5-tetramethyl-1,3,2-dioxaborolan-2-yl)-2,3-dihydrobenzofuran-2-yl)methyl)carbamate